F[C@@H]1CN(CC[C@@H]1NC=1C=2C=C(N(C2C=CC1)CC(F)(F)F)C1=NOC(=N1)CNC1=CC=C(C=C1)S(=O)(=O)C)C |r| (+/-)-N-[(3R,4S)-3-fluoro-1-methylpiperidin-4-yl]-2-(5-{[(4-methanesulfonylphenyl)amino]methyl}-1,2,4-oxadiazol-3-yl)-1-(2,2,2-trifluoroethyl)-1H-indol-4-amine